(4-((1,3-dioxoisoindolin-2-yl)methyl)-1-oxo-8-(2,2,2-trifluoroethoxy)-1,2-Dihydrophthalazin-6-yl)boronic acid O=C1N(C(C2=CC=CC=C12)=O)CC1=NNC(C2=C(C=C(C=C12)B(O)O)OCC(F)(F)F)=O